methyl 7-[3-(3,5-di-chloro-4-fluoro-phenyl)-4,4,4-trifluoro-but-2-enoyl]indane-4-carboxylate ClC=1C=C(C=C(C1F)Cl)C(=CC(=O)C1=CC=C(C=2CCCC12)C(=O)OC)C(F)(F)F